tert-butyl N-ethyl-N-[(3S)-1-[7-({8-fluoro-2-methylimidazo[1,2-a]pyridin-6-yl} carbamoyl)-2-(2-methoxy ethyl)indazol-4-yl]pyrrolidin-3-yl]carbamate C(C)N(C(OC(C)(C)C)=O)[C@@H]1CN(CC1)C=1C2=CN(N=C2C(=CC1)C(NC=1C=C(C=2N(C1)C=C(N2)C)F)=O)CCOC